8-Amino-6-butoxy-3-(4-(pyrrolidin-1-ylcarbonyl)benzyl)-3,4-dihydropyrimido[5,4-d]pyrimidine NC1=NC(=NC2=C1N=CN(C2)CC2=CC=C(C=C2)C(=O)N2CCCC2)OCCCC